1-(4-amino-1,2,5-oxadiazol-3-yl)-N'-(pyridin-4-ylmethylene)-1H-1,2,3-triazole-4-carbohydrazide NC=1C(=NON1)N1N=NC(=C1)C(=O)NN=CC1=CC=NC=C1